2-(6-((2-((1-((3S,4R)-3-fluoropiperidin-4-yl)-1H-pyrazol-4-yl)amino)-5-methylthieno[2,3-d]pyrimidin-4-yl)amino)pyridin-2-yl)propan-2-ol F[C@H]1CNCC[C@H]1N1N=CC(=C1)NC=1N=C(C2=C(N1)SC=C2C)NC2=CC=CC(=N2)C(C)(C)O